C(CCCCCCC)N.C(CCCCCCCCC)(=O)O decanoic acid octylamine salt